FC=CCC 1-fluorobutene